3-(3-chlorobenzyl)-6-(4-chlorobenzyl)-1,2,3,4-tetrahydropyrido[3,4-e]pyrrolo[1,2-a]pyrimidine-5(6H)-one ClC=1C=C(CN2CC=3C(N(C=4N(C3CC2)C=CC4)CC4=CC=C(C=C4)Cl)=O)C=CC1